3-Isopropyl-1,2,4-triazole C(C)(C)C1=NNC=N1